2-(7-oxabicyclo[4.1.0]heptan-3-yl)spiro[1,3-dioxane-5,3'-7-oxabicyclo[4.1.0]heptane] C12CC(CCC2O1)C1OCC2(CC3OC3CC2)CO1